tert-butyl 4-((1,3-dioxoisoindolin-2-yl)methyl)-2-methylpiperidine-1-carboxylate O=C1N(C(C2=CC=CC=C12)=O)CC1CC(N(CC1)C(=O)OC(C)(C)C)C